O1[C@H](C1)COC1=CC=C(C(=O)OCC2=CC=CC=C2)C=C1 (R)-benzyl 4-(oxiran-2-ylmethoxy)benzoate